FC(C(=O)O)(F)F.NCC(CC=1N(C(NN1)=O)C1=CC=C(C=C1)F)=C(F)F [2-(aminomethyl)-3,3-difluoro-allyl]-4-(4-fluorophenyl)-1,2,4-triazol-3-one trifluoroacetate salt